C(CCCCC)N1N=CC=2N=C(N=C(C21)N[C@H](C)C=2C=NC1=CC=CC=C1C2)N2CCN(CC2)C(C)=O 1-{4-[1-hexyl-7-((R)-1-quinolin-3-yl-ethylamino)-1H-pyrazolo[4,3-d]pyrimidin-5-yl]-piperazin-1-yl}-ethanone